C(C)(=O)C=1C(=NC(=CC1)C=1C=NN2C1C=CC(=C2)Br)N2N=C(C=C2C)C#N 1-[3-acetyl-6-(6-bromopyrazolo[1,5-a]pyridin-3-yl)pyridin-2-yl]-5-methylpyrazole-3-carbonitrile